1-(tert-butyl) 4-ethyl 4-(3-phenylpropyl)piperidine-1,4-dicarboxylate C1(=CC=CC=C1)CCCC1(CCN(CC1)C(=O)OC(C)(C)C)C(=O)OCC